ethyl 2-(6-(4-(4-carbamoyl-1H-benzo[d]imidazol-2-yl)benzoyl)-2,6-diazaspiro[3.3]heptan-2-yl)pyrimidine-5-carboxylate C(N)(=O)C1=CC=CC=2NC(=NC21)C2=CC=C(C(=O)N1CC3(CN(C3)C3=NC=C(C=N3)C(=O)OCC)C1)C=C2